(S)-Methyl-2-(1-(naphthalene-1-yl)-1H-benzo[d]imidazole-2-yl)acetate COC(CC1=NC2=C(N1C1=CC=CC3=CC=CC=C13)C=CC=C2)=O